CN1C=NC2=C1C=NC=C2 3-methyl-3H-imidazo[4,5-c]pyridin